di(beta-naphthyl)-p-phenylenediamine C1=C(C=CC2=CC=CC=C12)NC1=CC=C(C=C1)NC1=CC2=CC=CC=C2C=C1